4-(β-galactopyranosyloxy)benzenepropanoic acid [C@@H]1([C@H](O)[C@@H](O)[C@@H](O)[C@H](O1)CO)OC1=CC=C(C=C1)CCC(=O)O